3,3'-dimethyl-4,4'-diamino-1,1'-biphenyl CC=1C=C(C=CC1N)C1=CC(=C(C=C1)N)C